C(C)[C@H]1NC[C@@H](N(C1)C(=O)OCC1=CC=CC=C1)C Benzyl (2S,5R)-5-ethyl-2-methylpiperazine-1-carboxylate